(3R,4R,5S)-4-acetylamino-3-(pent-3-yloxy)-5-(((5-(thiophen-3-yl)furan-2-yl)methyl)amino)cyclohex-1-ene-1-carboxylic acid C(C)(=O)N[C@H]1[C@@H](C=C(C[C@@H]1NCC=1OC(=CC1)C1=CSC=C1)C(=O)O)OC(CC)CC